2-(2-(2-aminocyclohexyl)ethyl)-6-bromo-7-fluoroisoquinolin-1(2H)-one NC1C(CCCC1)CCN1C(C2=CC(=C(C=C2C=C1)Br)F)=O